4-(1-benzylpyrrolidin-3-yl)-2-((S)-1-(4-fluorophenyl)-3,4-dihydroisoquinolin-2(1H)-yl)-4,5-dihydrooxazole C(C1=CC=CC=C1)N1CC(CC1)C1N=C(OC1)N1[C@H](C2=CC=CC=C2CC1)C1=CC=C(C=C1)F